BrC=1C(=CC2=C(N(C[C@H](NS2(=O)=O)CCCC)CC(C)(C)C)C1)OC (R)-7-bromo-3-butyl-8-methoxy-5-neopentyl-2,3,4,5-tetrahydrobenzo[f][1,2,5]thiadiazepine 1,1-dioxide